ClC1=NC=NC=2NC3=CC(=CC=C3C21)C=2CN(CC2)C(=O)OC(C)(C)C tert-butyl 3-(4-chloro-9H-pyrimido[4,5-b]indol-7-yl)-2,5-dihydro-1H-pyrrole-1-carboxylate